ClC=1C(=C(C(=CC1)C#N)C1=CN=C(C(=N1)C(=O)NC=1C=NN(C1)[C@@H](C)C=1N=NC(=C(C1)C)N1C([C@@H]2C[C@@H]2C1)=O)C)F |o1:23| 6-(3-Chloro-6-cyano-2-fluorophenyl)-3-methyl-N-(1-((S or R)-1-(5-methyl-6-((1R,5S)-2-oxo-3-azabicyclo[3.1.0]hexan-3-yl)pyridazin-3-yl)ethyl)-1H-pyrazol-4-yl)pyrazine-2-carboxamide